COC1=CC=C(C=C1)C1=C(CC2CCC(C1)N2CCC)COC2=CC=C1CNC(C1=C2)=O 6-{[4-(4-methoxyphenyl)-9-propyl-9-azabicyclo[4.2.1]non-3-en-3-yl]methoxy}-2,3-dihydro-1H-isoindol-1-one